FC(CC)(F)C1CC(C=2N1N=C(N2)C(=O)N(C)OC)F 5-(1,1-difluoropropyl)-7-fluoro-N-methoxy-N-methyl-6,7-dihydro-5H-pyrrolo[1,2-b][1,2,4]triazole-2-carboxamide